N1=CC=CC=2CCC/C(/C12)=N/NC(=S)N1CCC2(CC1)CCN(CC2)C2=NC=CC=C2 (Z)-N'-(6,7-dihydroquinolin-8(5H)-ylidene)-9-(pyridin-2-yl)-3,9-diazaspiro[5.5]undecane-3-thiohydrazide